5-((5-(2-aminopyridin-3-yl)isoxazol-3-yl)methyl)-N-(2,3,4-trifluorophenyl)pyridin-2-amine NC1=NC=CC=C1C1=CC(=NO1)CC=1C=CC(=NC1)NC1=C(C(=C(C=C1)F)F)F